N1-methyl-2-nitrobenzene-1,4-diamine CNC1=C(C=C(C=C1)N)[N+](=O)[O-]